lauroylsarcosine sodium salt [Na+].C(CCCCCCCCCCC)(=O)N(C)CC(=O)[O-]